ClC=1C=C2C(=C(C(NC2=CC1)=O)C=1CC(N(N1)C(CCC(=O)O)=O)C1=CC=C(C=C1)OC)N1CCOCC1 4-[5-(6-chloro-4-morpholino-2-oxo-1H-quinolin-3-yl)-3-(4-methoxyphenyl)-3,4-dihydropyrazol-2-yl]-4-oxo-butanoic acid